CC=1C(=NC=CN1)SCC1=CC=CO1 methyl-furfurylthiopyrazine